1-({4-[(3aR,6aS)-5-methyl-octa-hydropyrrolo[3,4-c]pyrrole-2-carbonyl]-2-cyclopropoxyphenyl}-methyl)-N7-butyl-1H-pyrazolo[4,3-d]pyrimidine-5,7-diamine CN1C[C@@H]2[C@H](C1)CN(C2)C(=O)C2=CC(=C(C=C2)CN2N=CC=1N=C(N=C(C12)NCCCC)N)OC1CC1